C(C1=CC=CC=C1)(=O)ONC(=O)C=1C=C(C=NC1)NC(OC(C)(C)C)=O tert-butyl (5-((Benzoyloxy)carbamoyl)pyridin-3-yl)carbamate